5-amino-2-methylsulfanyl-4-[3-(2-morpholin-4-yl-acetylamino)-phenyl]-thieno[2,3-d]pyrimidine-6-carboxylic acid tert-butylamide C(C)(C)(C)NC(=O)C1=C(C2=C(N=C(N=C2C2=CC(=CC=C2)NC(CN2CCOCC2)=O)SC)S1)N